C1(CC1)CCN(C1=C2CN(C(C2=CC=C1)=O)C1C(NC(CC1)=O)=O)C12CC(C1)(C2)CNCCC(F)(F)F 3-{4-[(2-cyclopropylethyl)(3-{[(3,3,3-trifluoropropyl)amino]methyl}bicyclo[1.1.1]pentan-1-yl)amino]-1-oxo-3H-isoindol-2-yl}piperidine-2,6-dione